4-(3-Chloro-10,11-dihydro-5H-dibenzo[b,f]azepin-5-yl)-N-methyl-butan-1-amine ClC=1C=CC2=C(N(C3=C(CC2)C=CC=C3)CCCCNC)C1